2-[[4-[2-[(2,6-dimethylpyrimidin-4-yl)amino]pyrazolo[1,5-a]pyridin-5-yl]-5-[[(2R,3S)-3-hydroxytetrahydrofuran-2-yl]methoxy]-2-pyridyl]oxy]acetonitrile CC1=NC(=CC(=N1)NC1=NN2C(C=C(C=C2)C2=CC(=NC=C2OC[C@H]2OCC[C@@H]2O)OCC#N)=C1)C